BrC=1C=NC(=C(C(=O)O)C1C(F)(F)F)NC1CCCCC1 5-bromo-2-(cyclohexylamino)-4-(trifluoromethyl)nicotinic acid